4-trifluoromethyloxetane FC(C1CCO1)(F)F